CC1(OC[C@@H]2[C@H](O1)[C@@H]([C@H]([C@]1(O2)OCCC1)OC(C(=O)[O-])C)N1N=NC(=C1)C1=CC(=C(C(=C1)F)F)F)C 2-(((2S,4a'R,7'R,8'S,8a'R)-2',2'-dimethyl-8'-(4-(3,4,5-trifluorophenyl)-1H-1,2,3-triazol-1-yl)hexahydro-3H,4'H-spiro[furan-2,6'-pyrano[3,2-d][1,3]dioxin]-7'-yl)oxy)propanoate